Ethyl 6-[4-chloro-3-(trifluoromethoxy)phenyl]-3-cyclopropyl-4-oxo-4,5-dihydropyrazolo[1,5-a]-pyrazine-2-carboxylate ClC1=C(C=C(C=C1)C=1NC(C=2N(C1)N=C(C2C2CC2)C(=O)OCC)=O)OC(F)(F)F